(S)-tert-butyl-2-(6-chloro-2-((R)-3,3,3-trifluoro-2-hydroxy-2-methylpropionyl)-1,2,3,4-Tetrahydroisoquinolin-8-yl)pyrrolidine-1-carboxylate C(C)(C)(C)OC(=O)N1[C@@H](CCC1)C=1C=C(C=C2CCN(CC12)C([C@@](C(F)(F)F)(C)O)=O)Cl